ICCC/C=C/C(OCC)OCC (2E)-6-iodo-1,1-diethoxy-2-hexene